diphenyl-(2-naphthyl)sulfoxonium C1(=CC=CC=C1)[S+](=O)(C1=CC2=CC=CC=C2C=C1)C1=CC=CC=C1